ClC=1C=C(C(=NC1)C1=CC=2N(C=C1)C=CN2)C=2C=NN(C2)CC2(CC2)C(F)(F)F 7-[5-chloro-3-(1-{[1-(trifluoromethyl)cyclopropyl]methyl}-1H-pyrazol-4-yl)pyridin-2-yl]imidazo[1,2-a]pyridine